FC1(CN(CCC1N1N=C(C=2C1=NC(=NC2)NC=2C(=CC=1N(C2)N=CN1)C)C)C)F 1-(3,3-difluoro-1-methylpiperidin-4-yl)-3-methyl-N-(7-methyl-[1,2,4]triazolo[1,5-a]pyridin-6-yl)-1H-pyrazolo[3,4-d]pyrimidin-6-amine